(-)-(S)-3-Hydroxy-2-phenyl-propionic acid (1R,2R,4S,7S,9S)-9-methyl-3-oxa-9-aza-tricyclo[3.3.1.02,4]non-7-yl ester CN1[C@H]2[C@H]3O[C@H]3C1CC(C2)OC([C@H](CO)C2=CC=CC=C2)=O